FC(C1=C(C=C(C(=O)NCC2=C3C(=CN=C2)OCC3)C=C1)F)F 4-(difluoromethyl)-N-[(2,3-dihydrofuro[2,3-c]pyridin-4-yl)methyl]-3-fluorobenzamide